bromo(4-ethoxy-4-oxobutyl)zinc Br[Zn]CCCC(=O)OCC